C(C=C)(=O)OCCCCCCCCCCCCCCCCC[Si](C)(C)Cl acryloxyheptadecylchlorodimethylsilane